CC1=C(C(=NO1)C=1C=NC(=CC1)C)COC=1C=C2CCN(CC2=CN1)C(=O)C1CCOCC1 6-{[5-methyl-3-(6-methylpyridin-3-yl)-1,2-oxazol-4-yl]methoxy}-2-(oxane-4-carbonyl)-1,2,3,4-tetrahydro-2,7-naphthyridine